FC1=C(C(=CC=C1)F)C=1OCC(N1)C1=CC=C(C=C1)CSSC 2-(2,6-Difluorophenyl)-4-(4-((methyldisulfaneyl)methyl)phenyl)-4,5-dihydrooxazole